O=C1N(C[C@@H](N1)C(=O)O)C=1C=NC(=CC1)C(F)(F)F (R)-2-oxo-1-(6-(trifluoromethyl)pyridin-3-yl)imidazoline-4-carboxylic acid